BrC1=CC=C(C(=C1)NC1CC(C1)(F)F)N 5-bromo-N1-(3,3-difluorocyclobutyl)benzene-1,2-diamine